C(C)(C)(C)OC(=O)N(C1=CC=C(C2=CC=C(C=C12)OC)C(=O)OC)C methyl 4-[tert-butoxycarbonyl (methyl) amino]-6-methoxy-naphthalene-1-carboxylate